C=1(N=CN2C1CCCC2)C(=O)N 5,6,7,8-tetrahydroimidazo[1,5-a]pyridine-1-carboxamide